ClC=1C=C(C=CC1C#N)C1=NN(C=C1)C[C@H](C)NC(=O)C1=NNC(=C1)[C@@H](C)O |&1:25| N-{(2S)-1-[3-(3-Chloro-4-cyanophenyl)-1H-pyrazol-1-yl]propan-2-yl}-5-[(1RS)-1-hydroxyethyl]-1H-pyrazole-3-carboxamide